C(C)(=O)[O-].C(CCCCCCCCCCCCCCCCC)N1C=[N+](C=C1)CCCCCCCCCCCCCCCCCC 1,3-dioctadecyl-imidazolium acetate